4,5-Dimethyl-2-(pentan-3-yl)-1,3-dioxolane CC1OC(OC1C)C(CC)CC